ClC1=CC(=C(C=C1)C1=C(N(N=N1)C)CN1N=CC(=CC1=O)N1CC(C1)OCC(F)F)F 2-[[5-(4-chloro-2-fluoro-phenyl)-3-methyl-triazol-4-yl]methyl]-5-[3-(2,2-difluoro-ethoxy)azetidin-1-yl]pyridazin-3-one